NC1=CC=C2N1C=CNC2=O 6-Aminopyrrolo[1,2-a]pyrazin-1(2H)-one